methyl 1-(4-(4-fluorophenyl) pyrimidin-2-yl)-4-methoxypiperidine-4-carboxylate FC1=CC=C(C=C1)C1=NC(=NC=C1)N1CCC(CC1)(C(=O)OC)OC